BrC1=CC=CC2=C(C3=CC=CC=C3C(=C12)OC(CC)=O)OC(CC)=O 1-bromo-9,10-bis(propionyloxy)anthracene